4-(1-cyclobutyl-1H-benzo[d]imidazol-2-yl)-3-fluoro-6-methoxy-5-methylbenzene-1,2-diol C1(CCC1)N1C(=NC2=C1C=CC=C2)C=2C(=C(C(=C(C2C)OC)O)O)F